ClC1=C(C=C(C=C1)NC(CN1N=CC(=C(C1=O)Cl)Cl)=O)S(N(C)C)(=O)=O N-(4-chloro-3-(N,N-dimethylsulfamoyl)phenyl)-2-(4,5-dichloro-6-oxopyridazin-1(6H)-yl)acetamide